6-Chloro-5-fluoro-1H-benzimidazole-4-carboxylic acid ethyl ester C(C)OC(=O)C1=C(C(=CC=2NC=NC21)Cl)F